NC(C(=O)O)C1(CCCCC1)C 2-amino-2-(1-methylcyclohexyl)acetic acid